NC1=C(NCCOCC(=O)O)C(=CC(=C1)C(=O)OC)Br 2-[2-(2-amino-6-bromo-4-methoxycarbonyl-anilino)ethoxy]acetic acid